S(=O)(=O)(C1=CC=C(C)C=C1)NCCCOCCCNS(=O)(=O)C1=CC=C(C)C=C1 1-(tosylamino)-3-[3-(tosylamino)propoxy]propane